8-(2-fluorobenzyl)-1,4-dioxaspiro[4.5]Decan-8-ol FC1=C(CC2(CCC3(OCCO3)CC2)O)C=CC=C1